CC1CCCCC1 1-methylcyclohexan